(R)-3-((2-(cyclopropanecarboxamido)thiazol-5-yl)thio)-2-fluoro-6-methoxy-N,4-dimethyl-N-(pyrrolidin-3-yl)benzamide C1(CC1)C(=O)NC=1SC(=CN1)SC=1C(=C(C(=O)N([C@H]2CNCC2)C)C(=CC1C)OC)F